BrC1=CC(=C2C(CC(OC2=C1)=O)(C)C)O 7-bromo-5-hydroxy-4,4-dimethyl-chroman-2-one